1-tert-butyl-6-chloro-N-[(4-fluorophenyl)methyl]pyrazolo[3,4-d]pyrimidin-4-amine C(C)(C)(C)N1N=CC=2C1=NC(=NC2NCC2=CC=C(C=C2)F)Cl